tert-butyl [(1R)-2-hydroxy-1-{4-[4-(hydroxymethyl)-1,3-thiazol-5-yl]phenyl}ethyl]carbamate OC[C@@H](C1=CC=C(C=C1)C1=C(N=CS1)CO)NC(OC(C)(C)C)=O